2-((2-cyclopropylpyridin-3-yl)amino)-6-(trifluoromethyl)-3-cyanopyridine C1(CC1)C1=NC=CC=C1NC1=NC(=CC=C1C#N)C(F)(F)F